BrC1=C(C=C(C=C1)N1N=C(C(=C1)C1=CC=CC=C1)C=O)Cl 1-(4-bromo-3-chlorophenyl)-4-phenyl-1H-pyrazole-3-carbaldehyde